C(CCCCCCCCCCCCCCC)(B(O)O)B(O)O hexadecanediboronic acid